2-(1-(1-(3-fluoro-2-(trifluoromethyl)isonicotinoyl)piperidin-4-yl)-3-hydrazinoazetidin-3-yl)acetonitrile FC1=C(C(=O)N2CCC(CC2)N2CC(C2)(NN)CC#N)C=CN=C1C(F)(F)F